CC=1C(=C(C(=C(C1)C1=CC=C(C=C1)CN1CCOCC1)N(C1CCOCC1)CC)C(=O)[O-])C methyl-[ethyl (tetrahydro-2H-pyran-4-yl) amino]-4-methyl-4'-(morpholinomethyl)-(1,1'-biphenyl)-3-carboxylate